C(C)(C)(C)OC(=O)N1CCC2(CN(C2)C2=NC=NC=C2OC2=C(C(=O)O)C=C(C=C2)F)CC1 2-((4-(7-(tert-Butoxycarbonyl)-2,7-diazaspiro[3.5]non-2-yl)pyrimidin-5-yl)oxy)-5-fluorobenzoic acid